(S)-3-((2-(1-amino-1,3-dihydrospiro[inden-2,4'-piperidin]-1'-yl)pyrido[2,3-b]pyrazin-6-yl)thio)imidazo[1,2-a]pyridine-6-carbonitrile N[C@@H]1C2=CC=CC=C2CC12CCN(CC2)C=2N=C1C(=NC2)N=C(C=C1)SC1=CN=C2N1C=C(C=C2)C#N